8-(8-((2,3-dichlorophenyl)thio)imidazo[1,2-c]pyrimidin-5-yl)-N-methyl-8-aza-spiro[4.5]decan-1-amine ClC1=C(C=CC=C1Cl)SC=1C=2N(C(=NC1)N1CCC3(CCCC3NC)CC1)C=CN2